FC1(CC(C1)C1=NN=C(O1)C(=O)N1[C@H](C2=C(CC1)NC=N2)C2=NN1C(C(=CC=C1)C(F)F)=C2)F (R)-(5-(3,3-difluorocyclobutyl)-1,3,4-oxadiazol-2-yl)(4-(4-(difluoromethyl)pyrazolo[1,5-a]pyridin-2-yl)-6,7-dihydro-1H-imidazo[4,5-c]pyridin-5(4H)-yl)methanone